CN1C(CCC2=CC(=CC=C12)C=1C=C(C=NC1)[C@@H](C)N[S@](=O)C(C)(C)C)=O |o1:17| (R)-2-Methylpropane-2-sulfinic acid {(R or S)-1-[5-(1-methyl-2-oxo-1,2,3,4-tetrahydro-quinolin-6-yl)-pyridin-3-yl]-ethyl}-amide